OC1CC(N(CC1)CC1=C2C=CNC2=C(C=C1OC)C)C1=CC=C(C=C1)C(=O)OC 4-((4-hydroxy-2-(4-(methoxycarbonyl)phenyl)piperidin-1-yl)methyl)-5-methoxy-7-methyl-1H-indol